Cl.C1(=CC=CC=C1)C1(CCNCC1)NS(=O)(=O)C1=CC=C(C=C1)OC(F)(F)F N-(4-phenyl-4-piperidinyl)-4-(trifluoromethoxy)benzenesulfonamide hydrochloride